ClC1=CC(=C(C=C1O)C)C 6-chloro-3,4-xylenol